(S)-5-amino-3-bromo-1-(1-hydroxypropan-2-yl)-1H-pyrazole-4-carbonitrile NC1=C(C(=NN1[C@H](CO)C)Br)C#N